FC=1C=C(C=C(C1C=1C=NNC1)F)C=1SC2=C(N1)SC(=N2)N(C2CC(NC(C2)(C)C)(C)C)C 5-[3,5-Difluoro-4-(1H-pyrazol-4-yl)phenyl]-N-methyl-N-(2,2,6,6-tetramethylpiperidin-4-yl)[1,3]thiazolo[5,4-d][1,3]thiazol-2-amin